1-[4-(4-Hydroxyphenyl)piperazin-1-yl]-2-(2-phenoxyphenyl)ethanone OC1=CC=C(C=C1)N1CCN(CC1)C(CC1=C(C=CC=C1)OC1=CC=CC=C1)=O